C1(CC1)NC=1C2=C(N=C(N1)NC1=CC=C(C3=C1OCCO3)C(=O)N3CCC(CC3)N3CCOCC3)NC=C2C(F)(F)F (8-((4-(cyclopropyl-amino)-5-(trifluoromethyl)-7H-pyrrolo[2,3-d]pyrimidin-2-yl)amino)-2,3-dihydrobenzo[b][1,4]dioxin-5-yl)(4-morpholinopiperidin-1-yl)methanone